C(C)OS(=O)(=O)[O-].C(CCCCCCCCCCC)[NH3+] dodecyl-ammonium ethylsulfate